5-chloro-7-(chlorosulfonyl)-2,3-dihydrobenzofuran-3-yl acetate C(C)(=O)OC1COC2=C1C=C(C=C2S(=O)(=O)Cl)Cl